1-Methyl-[1]benzopyrano[3,4-d]imidazol-4(1H)-one CN1C=NC2=C1C1=C(OC2=O)C=CC=C1